NCCCC[Si](O[Si](C)(C)CCCCN)(C)C 1,3-bis(4-aminobutyl)1,1,3,3-tetramethyldisiloxane